OC[C@H]1NC([C@@H](N(C2=CC=CC=3NC=C(C1)C32)C)C(C)C)=O (10S,13S)-13-(hydroxymethyl)-9-methyl-10-propan-2-yl-3,9,12-triazatricyclo[6.6.1.04,15]pentadeca-1,4(15),5,7-tetraen-11-one